CC(C(=O)N1N=CC[C@H]1C1=CC=CC=C1)(C)C 2,2-dimethyl-1-(5(S)-phenyl-4,5-dihydro-pyrazol-1-yl)-propan-1-one